NC[C@H](CC1=CC=C2C=NN(C2=C1)S(=O)(=O)C1=CC=C(C=C1)C)N(C)C [(2S)-1-amino-3-[1-(4-methylbenzenesulfonyl)-1H-indazol-6-yl]propan-2-yl]dimethylamine